tert-butyl (2S)-2-[methyl (m-tolyl) carbamoyl]-2,5-dihydropyrrole-1-carboxylate CN(C(=O)[C@H]1N(CC=C1)C(=O)OC(C)(C)C)C=1C=C(C=CC1)C